(2S)-2-(5-bromo-1-oxo-1,3-dihydro-2H-isoindol-2-yl)-3-methylbutanoic acid tert-butyl ester C(C)(C)(C)OC([C@H](C(C)C)N1C(C2=CC=C(C=C2C1)Br)=O)=O